3-(4-morpholinothieno[3,2-d]pyrimidin-2-yl)benzyl acetate C(C)(=O)OCC1=CC(=CC=C1)C=1N=C(C2=C(N1)C=CS2)N2CCOCC2